[Na+].C(C=1C(S)=CC=CC1)(=O)[O-] thiosalicylic acid sodium salt